3-((2-hydroxy-5-methylphenyl)imino)coumarin OC1=C(C=C(C=C1)C)N=C1C(OC2=CC=CC=C2C1)=O